3-((((5-((6,6-dimethylpiperidin-3-yl)amino)-3-isopropylpyrazolo[1,5-a]pyrimidin-7-yl)amino)methyl)phenyl)Benzamide CC1(CCC(CN1)NC1=NC=2N(C(=C1)NCC1=C(C=CC=C1)C=1C=C(C(=O)N)C=CC1)N=CC2C(C)C)C